4-Bromo-N-[6-({3-cyclopropyl-1-[(4-methoxyphenyl)methyl]-1H-pyrazol-5-yl}amino)-5-methoxy-1,2-benzoxazol-3-yl]-2,6-dimethoxy-N-[(4-methoxyphenyl)methyl]benzene-1-sulfonamide BrC1=CC(=C(C(=C1)OC)S(=O)(=O)N(CC1=CC=C(C=C1)OC)C1=NOC2=C1C=C(C(=C2)NC2=CC(=NN2CC2=CC=C(C=C2)OC)C2CC2)OC)OC